COC1=[N+](C=CC=C1)[O-] methoxypyridine 1-oxide